methyl 4-[(1S)-1-[(5-methylpyrazolo[1,5-a]pyrimidin-7-yl)amino]ethyl]benzoate CC1=NC=2N(C(=C1)N[C@@H](C)C1=CC=C(C(=O)OC)C=C1)N=CC2